CC1(OB(OC1(C)C)\C=C\CC1=CC=C(C=C1)C(F)(F)F)C (E)-4,4,5,5-tetramethyl-2-(3-(4-(trifluoromethyl)phenyl)prop-1-en-1-yl)-1,3,2-dioxaborolane